(S)-1-benzyl-N-(2,4-dimethyl-5-oxo-5,6,7,8-tetrahydro-4H-pyrazolo[1,5-a][1,3]diazepin-6-yl)-1H-1,2,4-triazole-3-carboxamide C(C1=CC=CC=C1)N1N=C(N=C1)C(=O)N[C@@H]1C(N(C=2N(CC1)N=C(C2)C)C)=O